C(=O)O.N[C@@H]1C[C@H](CC1)C(=O)N1CCN(CC1)C(=O)C1=C(C=C(C=C1)NC=1C=2N(C=CN1)C(=CN2)C=2C(=NNC2)C(F)(F)F)Cl (4-((1S,3S)-3-aminocyclopentane-1-carbonyl)piperazin-1-yl)(2-chloro-4-((3-(3-(trifluoromethyl)-1H-pyrazol-4-yl)imidazo[1,2-a]pyrazin-8-yl)amino)phenyl)methanone formate